C(C(=C)C)(=O)NC(CN)=O N-methacrylyl-glycinamide